ClC1=CC=2C(=NC=C(N2)C)C(=N1)C12CC(C1)(C2)C(F)(F)F 7-chloro-2-methyl-5-(3-(trifluoromethyl)bicyclo[1.1.1]pentan-1-yl)pyrido[3,4-b]pyrazine